C(C)(C)(C)OC(\C(=N/N)\C=1C(=NC(=CC1)F)F)=O (Z)-2-(2,6-difluoropyridin-3-yl)-2-hydrazonoacetic acid tert-butyl ester